Methyl (4aR,6R,7R,8R,8aR)-7-(2-(tert-butoxy)-2-oxoethoxy)-2,2-dimethyl-8-(4-(3,4,5-trifluorophenyl)-1H-1,2,3-triazol-1-yl)hexahydropyrano[3,2-d][1,3]dioxine-6-carboxylate C(C)(C)(C)OC(CO[C@@H]1[C@H]([C@H]2OC(OC[C@H]2O[C@H]1C(=O)OC)(C)C)N1N=NC(=C1)C1=CC(=C(C(=C1)F)F)F)=O